ClC=1C=C(C(=NC1)N1C([C@@](N(C(C1)=O)CC1=CC=C(C=C1)C(F)(F)F)(C)CO)=O)F (R)-1-(5-chloro-3-fluoro-pyridin-2-yl)-3-(hydroxy-methyl)-3-methyl-4-(4-(trifluoromethyl)-benzyl)piperazine-2,5-dione